4-[2-[4-[5-methyl-1-[6-(trifluoromethyl)indan-1-yl]pyrazol-3-yl]piperazin-1-yl]ethyl]morpholine CC1=CC(=NN1C1CCC2=CC=C(C=C12)C(F)(F)F)N1CCN(CC1)CCN1CCOCC1